NC=1C=2N(C=CN1)C(=NC2C2=C(C=C(C=C2F)[C@@](C)(C2=CC(=CC=C2)C(F)(F)F)O)OCC)[C@H]2CN1C(CC[C@@H]1CC2)=O (6R,8aS)-6-[8-Amino-1-(2-ethoxy-6-fluoro-4-{(1R)-1-hydroxy-1-[3-(trifluoromethyl)phenyl]-ethyl}phenyl)imidazo[1,5-a]pyrazin-3-yl]hexahydroindolizin-3(2H)-on